FC(C(C(F)(F)F)OC(=O)N1CCC2(CN(C2)CC2=C(C=C(C=C2)C(F)(F)F)N2C[C@@H](CCC2)C(=O)O)CC1)(F)F (R)-1-(2-((7-(((1,1,1,3,3,3-Hexafluoropropan-2-yl)oxy)carbonyl)-2,7-diazaspiro[3.5]nonan-2-yl)methyl)-5-(trifluoromethyl)phenyl)piperidine-3-carboxylic acid